ClC1=C(N=C(S1)C#C[Si](C)(C)C)C(=O)OCC ethyl 5-chloro-2-((trimethylsilyl)ethynyl)thiazole-4-carboxylate